C(C)(C)(C)OC(=O)N1CCC(CC1)N1N=C(C=C1)OCC1=CC=CC=C1 4-(3-(benzyloxy)-1H-pyrazol-1-yl)piperidine-1-carboxylic acid tert-butyl ester